N-(4-chloro-1-(2,2-difluoroethyl)-7-((diphenylmethylene)amino)-1H-indazol-3-yl)-N-(4-methoxybenzyl)methanesulfonamide ClC1=C2C(=NN(C2=C(C=C1)N=C(C1=CC=CC=C1)C1=CC=CC=C1)CC(F)F)N(S(=O)(=O)C)CC1=CC=C(C=C1)OC